N-methyl-N-(piperidin-4-yl)ethylsulfonamide CN(S(=O)=O)CCC1CCNCC1